8-Chloro-2-(2,7-dichloro-8-fluoropyrido[4,3-d]pyrimidin-4-yl)-5-oxa-2-azabicyclo[5.1.0]octane ClC1C2COCCN(C12)C=1C2=C(N=C(N1)Cl)C(=C(N=C2)Cl)F